5-amino-2-(4-pyridyl)pyridine tert-butyl-3-(4-(2-(2,6-dioxopiperidin-3-yl)-1-oxoisoindolin-5-yl)piperazin-1-yl)azetidine-1-carboxylate C(C)(C)(C)OC(=O)N1CC(C1)N1CCN(CC1)C=1C=C2CN(C(C2=CC1)=O)C1C(NC(CC1)=O)=O.NC=1C=CC(=NC1)C1=CC=NC=C1